C(CCCCC)OC1=CC=C(C(=O)NC2=CC(=CC=C2)C(=O)N2CCOCC2)C=C1 4-(hexyloxy)-N-(3-(morpholine-4-carbonyl)phenyl)benzamide